CN1C(N(C2=C1C=CC(=C2)C=2C=CC=C1C=C(N=CC21)C=2C=CC(=NC2)C(=O)O)C)=O 5-(8-(1,3-Dimethyl-2-oxo-2,3-dihydro-1H-benzo[d]imidazol-5-yl)isoquinolin-3-yl)picolinic acid